((Acryloyl)amino)hexanoic acid C(C=C)(=O)NC(C(=O)O)CCCC